4-(cyclopropylmethoxy)-N-(4-fluorophenyl)-3-(6-methyl-7-oxo-6,7-dihydro-1H-pyrrolo[2,3-c]pyridin-4-yl)benzenesulfonamide C1(CC1)COC1=C(C=C(C=C1)S(=O)(=O)NC1=CC=C(C=C1)F)C=1C2=C(C(N(C1)C)=O)NC=C2